N-methyl-N-(4-methylpiperidin-3-yl)-7H-pyrrolo[2,3-d]pyrimidin-4-amine CN(C=1C2=C(N=CN1)NC=C2)C2CNCCC2C